7-(4,6-dimethyl[1,3]thiazolo[5,4-c]pyridin-2-yl)-3-(1-ethylpiperidin-4-yl)-5-fluorocinnoline CC1=NC(=CC2=C1SC(=N2)C2=CC(=C1C=C(N=NC1=C2)C2CCN(CC2)CC)F)C